[Se](=S)=S selenium disulphide